6-chloro-1,3-diphenylindeno[1,2-c]thiophen-4-one-1-d ClC=1C=C2C=C3C(C(SC3([2H])C3=CC=CC=C3)C3=CC=CC=C3)=C2C(C1)=O